4-(benzo[d]thiazol-2-yl)-1-(2-methoxyethyl)pyridin-1-ium tetrafluoroborate F[B-](F)(F)F.S1C(=NC2=C1C=CC=C2)C2=CC=[N+](C=C2)CCOC